5-[5-(difluoromethyl)-1,3,4-oxa-diazol-2-yl]-N-[(1R)-1-(2,6-difluorophenyl)propyl]pyrimidin-2-amine FC(C1=NN=C(O1)C=1C=NC(=NC1)N[C@H](CC)C1=C(C=CC=C1F)F)F